(E)-1-(2-fluoro-3,4-dihydroxyphenyl)ethane-1-one O-(3-(5-ethyl-1,2,4-oxadiazol-3-yl)benzyl) oxime C(C)C1=NC(=NO1)C=1C=C(CO\N=C(/C)\C2=C(C(=C(C=C2)O)O)F)C=CC1